NC1CN(CC1)C1=NC(=CC(=N1)N1CC=2C(=NC=CC2C1=O)C1=CC=CC=2N1C=CN2)C 2-(2-(3-aminopyrrolidin-1-yl)-6-methylpyrimidin-4-yl)-4-(imidazo[1,2-a]pyridin-5-yl)-2,3-dihydro-1H-pyrrolo[3,4-c]pyridin-1-one